1-(4-(Trifluoromethyl)thiazol-2-yl)ethanol FC(C=1N=C(SC1)C(C)O)(F)F